C(C=1C(C(=O)O)=CC=CC1)(=O)NN(CC(C)C)C(=O)O phthaloyl-aza-leucine